ClC1=C(OC2=C(C=CC=C2)NC(=O)C=2C(=NN(C2)C)C(F)F)C=CC(=C1)C(F)(F)F N-[2-[2-chloro-4-(trifluoromethyl)-phenoxy]phenyl]-3-(difluoromethyl)-1-methyl-pyrazole-4-carboxamide